1-(4-fluorophenyl)-1H-imidazole-4-carboxylic acid FC1=CC=C(C=C1)N1C=NC(=C1)C(=O)O